2,6-di-isopropoxy-2,4,6,8-tetramethylcyclotetrasiloxane C(C)(C)O[Si]1(O[SiH](O[Si](O[SiH](O1)C)(C)OC(C)C)C)C